[Cl-].[Cl-].[CH-]1C=CC=C1.[CH-]1C=CC=C1.[Zr+2] Zirconocene Dichloride